5-((6-bromo-7-methyl-3-oxoisobenzofuran-1(3H)-ylidene)methyl)-2-fluorobenzonitrile BrC1=CC=C2C(OC(C2=C1C)=CC=1C=CC(=C(C#N)C1)F)=O